FC=1C(=C(C=C2C=CC(=CC12)OCC(=O)N1CCC(CC1)C1CCN(CC1)C1=CC2=C(N(C(N2C)=O)C2C(NC(CC2)=O)=O)C=C1)O)N1S(NC(C1)=O)(=O)=O 3-[5-[4-[1-[2-[[8-fluoro-6-hydroxy-7-(1,1,4-trioxo-1,2,5-thiadiazolidin-2-yl)-2-naphthyl]oxy]acetyl]-4-piperidyl]-1-piperidyl]-3-methyl-2-oxo-benzimidazol-1-yl]piperidine-2,6-dione